(1R,2S,3S,4R)-3-((7-cyclopropyl-2-(5-fluoro-1-tolyl-1H-pyrrolo[2,3-b]pyridin-3-yl)pyrrolo[2,1-f][1,2,4]triazin-4-yl)amino)bicyclo[2.2.2]octane-2-carboxylic acid ethyl ester C(C)OC(=O)[C@H]1C2CCC([C@@H]1NC1=NC(=NN3C1=CC=C3C3CC3)C3=CN(C1=NC=C(C=C13)F)C1=C(C=CC=C1)C)CC2